5-(Phenyloxypropylthiomethyl)-1,3,4-oxadiazole-2(3H)-thione C1(=CC=CC=C1)OCCCSCC1=NNC(O1)=S